methyl spiro[3H-furo[3,4-c]pyridine-1,4'-tetrahydropyran]-6-carboxylate O1CCC2(CC1)OCC=1C=NC(=CC12)C(=O)OC